BrC1=NN2C(N(C(=C(C2=O)N2CCNCC2)CC)CC(=O)NC2=CC=C(C=C2)S(F)(F)(F)(F)F)=N1 2-(2-Bromo-5-ethyl-7-oxo-6-(piperazin-1-yl)-[1,2,4]triazolo[1,5-a]pyrimidin-4(7H)-yl)-N-(4-(pentafluoro-λ6-sulfanyl)phenyl)acetamide